F[C@H]1[C@H](C1)C(=O)NC1=NC=C2C=C(C=3N(C2=C1)N=CN3)C=3C=NC(=CC3C)C(CC)O (1r,2r)-2-fluoro-N-(4-(6-(1-hydroxypropyl)-4-methylpyridin-3-yl)-[1,2,4]triazolo[1,5-a][1,6]naphthyridin-8-yl)cyclopropane-1-carboxamide